2-((1R,3S,5R)-3-((6-bromopyridin-2-yl)carbamoyl)-2-azabicyclo[3.1.0]hex-2-yl-2-oxoethyl)5-(pyrimidin-5-yl)-1H-indazole-3-carboxamide BrC1=CC=CC(=N1)NC(=O)[C@H]1N([C@@H]2C[C@@H]2C1)C(CN1NC2=CC=C(C=C2C1C(=O)N)C=1C=NC=NC1)=O